ClCC1=CC=C(C=C1)N1C(=NC=2C1=NC(=CC2)OCF)C=2C(=NC=CC2)N 3-(3-(4-(chloromethyl)phenyl)-5-(fluoromethoxy)-3H-imidazo[4,5-b]pyridin-2-yl)pyridin-2-amine